3-methyl-5-[2-methyl-4-[6-(trifluoromethyl)quinazolin-2-yl]phenyl]-4-oxo-4H,5H,6H,7H-pyrazolo[1,5-a]pyrazine-2-carbaldehyde CC=1C(=NN2C1C(N(CC2)C2=C(C=C(C=C2)C2=NC1=CC=C(C=C1C=N2)C(F)(F)F)C)=O)C=O